C(=C)C1=C(C[Si](OC)(OC)OC)C=CC=C1 2-vinylbenzyltrimethoxysilane